[N+](=O)([O-])C1=CC=C(C(=O)NC2CC(C(C(C2)C)C)NC(C2=CC=C(C=C2)[N+](=O)[O-])=O)C=C1 N,N'-bis(4-nitrobenzoyl)4,5-dimethylcyclohexane-1,3-diamine